FC(C(=O)O)(F)F.N1CC(C1)N1N=CC(=C1)C1=CC(=CC(=N1)N1CC2(C=3C=NC(=CC31)NC(C)=O)CC2)C N-(1'-(6-(1-(azetidin-3-yl)-1H-pyrazol-4-yl)-4-methylpyridin-2-yl)-1',2'-dihydrospiro[cyclopropane-1,3'-pyrrolo[3,2-c]pyridin]-6'-yl)acetamide trifluoroacetate